(7S)-2-((trans-3-(3,4-dimethoxyphenoxy)cyclobutyl)amino)-4,7,8-trimethyl-7,8-dihydropteridin-6(5H)-one COC=1C=C(O[C@@H]2C[C@H](C2)NC2=NC=3N([C@H](C(NC3C(=N2)C)=O)C)C)C=CC1OC